CN1N=C(N=C1\C=C\C=1OC=CN1)N(C(=O)C1CCOCC1)CC=1C=NC(=CC1)C1=CC(=CC=C1)N1CCCC1 (E)-N-(1-Methyl-5-(2-(oxazol-2-yl)vinyl)-1H-1,2,4-triazol-3-yl)-N-((6-(3-(pyrrolidin-1-yl)phenyl)pyridin-3-yl)methyl)tetrahydro-2H-pyran-4-carboxamide